[Br-].C[N+]1(CCCC1)CCC 1-Methyl-1-propylpyrrolidinium bromid